CN1C[C@@H](CC1)C1=CC=2C(=NC=CC2NC=2C=CC3=C(N=CS3)C2)S1 (R)-N-(2-(1-methylpyrrolidin-3-yl)thieno[2,3-b]pyridin-4-yl)benzo[d]thiazol-5-amine